OC(C)C1=NC=2CCN(CC2C=C1)C(=O)OC(C)(C)C tert-butyl 2-(1-hydroxyethyl)-7,8-dihydro-1,6-naphthyridine-6(5H)-carboxylate